OC[C@H]1OC(C[C@@H]1O)OC (2r,3s)-2-(hydroxymethyl)-5-methoxyoxacyclopentane-3-ol